(3S)-1'-{5-[(2,3-dichloropyridin-4-yl)methyl]pyrazin-2-yl}-1,3-dihydrospiro[inden-2,4'-piperidin]-3-amine ClC1=NC=CC(=C1Cl)CC=1N=CC(=NC1)N1CCC2(CC1)CC1=CC=CC=C1[C@H]2N